O=C1N(C=CC2=C1CCC2)CC(=O)N[C@@H](C)C2=CC=C(C=C2)OC(F)(F)F 2-(1-oxo-6,7-dihydro-5H-cyclopenta[c]pyridin-2-yl)-N-[(1S)-1-[4-(trifluoromethoxy)phenyl]ethyl]acetamide